CC(CN1C=C(C2=CC(=C(C=C12)C=1C(=NC=CC1)C(F)(F)F)F)[C@H](C)NS(=O)(=O)C1CC1)(C)C |o1:23| (S or R)-N-[1-[1-(2,2-dimethylpropyl)-5-fluoro-6-[2-(trifluoromethyl)-3-pyridyl]indol-3-yl]ethyl]cyclopropanesulfonamide